tert-Butyl 3-(4-bromophenyl)azetidine-1-carboxylate BrC1=CC=C(C=C1)C1CN(C1)C(=O)OC(C)(C)C